C(CCCCC\C=C/C\C=C/CCCCC)O (7Z,10Z)-Hexadeca-7,10-dien-1-ol